ClC1=C(C(=O)OC(C)C)C=C(C=C1)N1C(N(C(=CC1=O)C(F)(F)F)C)=O isopropyl 2-chloro-5-(1,2,3,6-tetrahydro-3-methyl-2,6-dioxo-4-trifluoromethylpyrimidin-1-yl)benzoate